C(C=C)(=O)N1C[C@@H](N(C[C@H]1C)C1=NC(N2C3=C(C(=C(C=C13)Cl)C1=C(C=C(C=C1)F)F)SC[C@@H]2CC2CCN(CC2)C2CC2)=O)C (3S)-7-((2S,5R)-4-acryloyl-2,5-dimethylpiperazin-1-yl)-9-chloro-3-((1-cyclopropylpiperidin-4-yl)methyl)-10-(2,4-difluorophenyl)-2H-[1,4]thiazino[2,3,4-ij]quinazolin-5(3H)-one